FC1=CC=C(C=C1)C(C(=O)NN)C (4-fluorophenyl)propanehydrazide